cis-tert-butyl hexahydro-1H-pyrrolo[2,3-c]pyridine-6(2H)-carboxylate N1CC[C@@H]2[C@H]1CN(CC2)C(=O)OC(C)(C)C